4-chloro-6,7-dimethoxyquinoline-3-carbaldehyde ClC1=C(C=NC2=CC(=C(C=C12)OC)OC)C=O